5-chloro-1'-(2-{3-methoxy-1-[(cis)-3-hydroxy-3-methylcyclobutyl]-7-(trifluoromethyl)-1H-indazol-5-yloxy}ethyl)spiro[indoline-3,4'-piperidin]-2-one ClC=1C=C2C(=CC1)NC(C21CCN(CC1)CCOC=1C=C2C(=NN(C2=C(C1)C(F)(F)F)C1CC(C1)(C)O)OC)=O